7-chloro-1-isopropyl-3-(1,2,5,6-tetrahydropyridin-3-yl)indole ClC=1C=CC=C2C(=CN(C12)C(C)C)C=1CNCCC1